O(OC(C(=O)[O-])(C)C)C(C(=O)OC(C)(C)C)(C)C t-butyl peroxydiisobutyrate